2-((3-Chloropyrazin-2-yl)oxy)acetic acid tert-butyl ester C(C)(C)(C)OC(COC1=NC=CN=C1Cl)=O